3-aminopropyl-1,6-hexanediamine NCCCC(CCCCCN)N